4-(4-chloroquinolin-2-yl)-3,6-dihydropyridine-1(2H)-carboxylic acid tert-butyl ester C(C)(C)(C)OC(=O)N1CCC(=CC1)C1=NC2=CC=CC=C2C(=C1)Cl